C(N)(OCC(CBr)Br)=O 2,3-dibromopropyl carbamate